ClC1=C2CN(CC2=CC=C1)CC1=CC(=C2CN(C(C2=C1)=O)C1=CC(=CC=C1)C1(COC1)CC1=NN=CN1C)C(F)(F)F 6-((4-chloroisoindolin-2-yl)methyl)-2-(3-(3-((4-methyl-4H-1,2,4-triazol-3-yl)methyl)oxetan-3-yl)phenyl)-4-(trifluoromethyl)isoindolin-1-one